4-amino-3-((pyrimidin-5-ylmethyl)amino)benzoic acid methyl ester COC(C1=CC(=C(C=C1)N)NCC=1C=NC=NC1)=O